methyl 3-(4-(4-aminoimidazo[2,1-f][1,2,4]triazin-7-yl)-1H-pyrazol-1-yl)-4-methylbenzoate NC1=NC=NN2C1=NC=C2C=2C=NN(C2)C=2C=C(C(=O)OC)C=CC2C